9-benzyl-8-(2-(methoxymethyl)-4-(2-(4-methylpiperazin-1-yl)ethoxy)phenyl)-6-(1-methylcyclopropoxy)-9H-purine C(C1=CC=CC=C1)N1C2=NC=NC(=C2N=C1C1=C(C=C(C=C1)OCCN1CCN(CC1)C)COC)OC1(CC1)C